C(C)OC(C1=CC=C(C=C1)S(=O)(=O)C)=O 4-methylsulfonyl-benzoic acid ethyl ester